5-chloro-1-((2R,4S,5R)-4-hydroxy-5-(hydroxymethyl)-5-methyltetrahydrofuran-2-yl)pyrimidine-2,4(1H,3H)-dione ClC=1C(NC(N(C1)[C@@H]1O[C@]([C@H](C1)O)(C)CO)=O)=O